4-((7-methoxyquinolin-4-yl)oxy)-N-methylbenzenesulfonimidamide COC1=CC=C2C(=CC=NC2=C1)OC1=CC=C(C=C1)S(=O)(NC)=N